6,7-difluoro-1,4,4,9-tetramethyl-8-(3-methyl-1H-indol-7-yl)-5H-[1,2,4]triazolo[4,3-a]quinoxaline FC1=C2NC(C=3N(C2=C(C(=C1F)C=1C=CC=C2C(=CNC12)C)C)C(=NN3)C)(C)C